N-[6-(2,4-difluorophenyl)spiro[3.3]hept-5-en-2-yl]-2-(2,6-dioxopiperidin-3-yl)-1-oxo-3H-isoindole-5-carboxamide FC1=C(C=CC(=C1)F)C1=CC2(CC(C2)NC(=O)C=2C=C3CN(C(C3=CC2)=O)C2C(NC(CC2)=O)=O)C1